C(C)(C)(C)OC(=O)N([C@H](C(=O)N[C@H](C(=O)OC)C1CCCCC1)C)C methyl (2S)-2-[[(2S)-2-[tert-butoxycarbonyl(methyl)amino]propanoyl]amino]-2-cyclohexyl-acetate